C1CCC2=C(C=3CCCC3C=C12)NC(=O)NS(=O)(=O)C1=NN(C(=C1)C(F)(F)F)C N-((1,2,3,5,6,7-hexahydro-s-indacen-4-yl)carbamoyl)-1-methyl-5-(trifluoromethyl)-1H-pyrazole-3-sulfonamide